NCCS(=O)(=O)NC1=CC(=C(C(=O)NC2=NC(=CC=C2)N2CCC(CC2)(F)F)C=C1)N1CC[Si](CC1)(C)C 4-((2-aminoethyl)sulfonamido)-N-(6-(4,4-difluoropiperidin-1-yl)pyridin-2-yl)-2-(4,4-dimethyl-1,4-azasilinan-1-yl)benzamide